FC1=CC(=C(C=C1)N(C1=CC(N(C=2CNCCC12)C)=O)C)C(F)(F)F 4-[[4-fluoro-2-(trifluoromethyl)phenyl](methyl)amino]-1-methyl-1,2,5,6,7,8-hexahydro-1,7-naphthyridin-2-one